C(C)(=O)C1=CN(C2=CC=C(C=C12)N1CCN(CC1)C1=NC=C(C=N1)F)CC(=O)N1[C@@H](C[C@H](C1)F)C(=O)NC=1C(=C(C=CC1)C1=C(C=CC=C1)Cl)F (2S,4R)-1-(2-(3-acetyl-5-(4-(5-fluoropyrimidin-2-yl)piperazin-1-yl)-1H-indol-1-yl)acetyl)-N-(2'-chloro-2-fluorobiphenyl-3-yl)-4-fluoropyrrolidine-2-carboxamide